C1(=C(C=CC=C1)N(C=1C=CC=C2C1OC1=C2C=2C=CC=CC2C=C1)C1=CC=2C(C3=CC=CC=C3C2C=C1)(C)C)C1=CC=CC=C1 N-(1,1'-biphenyl-2-yl)-N-(9,9-dimethyl-9H-fluoren-2-yl)-benzo[b]naphtho[1,2-d]furan-8-amine